((6-(2-((4-((1R,5S)-3,8-diazabicyclo[3.2.1]octan-3-yl)phenyl)amino)-cyclopropyl-5-fluoro-7H-pyrrolo[2,3-d]pyrimidin-7-yl)pyridin-2-yl)imino)dimethyl-λ6-sulfanone [C@H]12CN(C[C@H](CC1)N2)C2=CC=C(C=C2)NC2C(C2)C=2N=CC1=C(N2)N(C=C1F)C1=CC=CC(=N1)N=S(=O)(C)C